1-(4-((2-((6-bromobenzo-[d]thiazol-2-yl)amino)-pyridin-4-yl)methyl)-piperazin-1-yl)ethanone BrC1=CC2=C(N=C(S2)NC2=NC=CC(=C2)CN2CCN(CC2)C(C)=O)C=C1